[4-[[3-(2,3-difluoro-4-methoxyphenyl)imidazo[1,2-a]pyrazin-8-yl]amino]-2-methylphenyl]-[4-[(3S,4R)-3,4-dihydroxypiperidine-3-carbonyl]piperazin-1-yl]methanone FC1=C(C=CC(=C1F)OC)C1=CN=C2N1C=CN=C2NC2=CC(=C(C=C2)C(=O)N2CCN(CC2)C(=O)[C@@]2(CNCC[C@H]2O)O)C